3-((7-(3-((S)-2,4-dimethylpiperazine-1-carbonyl)-4-methyl-6-(trifluoromethyl)pyridin-2-yl)thieno[3,2-b]pyridin-2-yl)methyl)-6,6-dimethyl-3-azabicyclo[3.1.0]hexane-2,4-dione C[C@@H]1N(CCN(C1)C)C(=O)C=1C(=NC(=CC1C)C(F)(F)F)C1=C2C(=NC=C1)C=C(S2)CN2C(C1C(C1C2=O)(C)C)=O